(fluoro)indole FC=1NC2=CC=CC=C2C1